2-((3-(((2-bromo-5-(trifluoromethyl)pyrazolo[1,5-a]pyrimidin-7-yl)amino)methyl)-3-phenylcyclobutyl)amino)ethan-1-ol BrC1=NN2C(N=C(C=C2NCC2(CC(C2)NCCO)C2=CC=CC=C2)C(F)(F)F)=C1